(2s,3s,4r,5r)-5-(6-(benzylamino)-2-(4-(pyridin-3-yl)phenyl)-9H-purin-9-yl)-3,4-dihydroxy-N-methyltetrahydrofuran-2-carboxamide C(C1=CC=CC=C1)NC1=C2N=CN(C2=NC(=N1)C1=CC=C(C=C1)C=1C=NC=CC1)[C@H]1[C@@H]([C@@H]([C@H](O1)C(=O)NC)O)O